CC1(OB(OC1(C)C)C1=C(C=C(C=C1)[N+](=O)[O-])C(F)(F)F)C 4,4,5,5-tetramethyl-2-[4-nitro-2-(trifluoromethyl)phenyl]-1,3,2-dioxaborolane